CC1=CN=C(S1)[Sn](CCCC)(CCCC)CCCC 5-methyl-2-(tributylstannyl)-1,3-thiazole